3-[8-amino-1-(2-phenyl-7-quinolyl)imidazo[1,5-a]pyrazin-3-yl]-1-methylcyclobutanol NC=1C=2N(C=CN1)C(=NC2C2=CC=C1C=CC(=NC1=C2)C2=CC=CC=C2)C2CC(C2)(O)C